2-[[3-(2-amino-6-chloro-pyrimidin-4-yl)-1-methyl-pyrazol-4-yl]methyl]-N-benzyl-benzamide NC1=NC(=CC(=N1)C1=NN(C=C1CC1=C(C(=O)NCC2=CC=CC=C2)C=CC=C1)C)Cl